(Z)-1-(6-(1-(hydroxyimino)ethyl)-3,4-dihydroquinolin-1(2H)-yl)-3-methylbutan-1-one O\N=C(\C)/C=1C=C2CCCN(C2=CC1)C(CC(C)C)=O